[3,3-Difluoro-1-(2-hydroxy-acetyl)-piperidin-4-yloxy]-5-[2-(2-methoxy-1'-oxetan-3-yl-1',2',3',4',5',6'-hexahydro-[3,4']bipyridinyl-6-ylamino)-pyrimidin-4-yl]-benzonitrile FC1(CN(CCC1OC1=C(C#N)C=C(C=C1)C1=NC(=NC=C1)NC1=CC=C(C(=N1)OC)C1CCN(CC1)C1COC1)C(CO)=O)F